COC=1C=C(C=CC1OC)C=1NC2=CC=C(C=C2C1CC)C(=O)N(C)CCN(C)C 2-(3,4-dimethoxyphenyl)-N-(2-(dimethylamino)ethyl)-3-ethyl-N-methyl-1H-indole-5-carboxamide